5-(9-(1-(4-Amino-5-methoxy-2-(1-methyl-1H-pyrazol-4-yl)phenyl)piperidin-4-yl)-3,9-Diazaspiro[5.5]undecan-3-yl)-2-(2,6-dioxopiperidin-3-yl)isoindole-1,3-dione NC1=CC(=C(C=C1OC)N1CCC(CC1)N1CCC2(CCN(CC2)C=2C=C3C(N(C(C3=CC2)=O)C2C(NC(CC2)=O)=O)=O)CC1)C=1C=NN(C1)C